Cl.Cl.C1(=CC=CC=C1)C1=NC=C(C=C1)C1NCC=CC1 2-phenyl-5-(1,2,3,6-tetrahydropyridin-2-yl)pyridine dihydrochloride